P(O)(O)O.C(CCCCCCCCCC(C)C)O.C(CCCCCCCCCC(C)C)O diisotridecanol phosphite